ClC1=C(\C=C/2\OC3=C(C2=O)C(=CC(=C3C3C(CN(CC3)C)O)OC)OC)C=CC=C1 (E)-2-(2-chlorobenzylidene)-7-(3-hydroxy-1-methylpiperidin-4-yl)-4,6-dimethoxybenzofuran-3(2H)-one